CC1(CC(CCC1)=O)C 3,3-dimethylcyclohexan-1-one